5-(1-(3-chloro-5-fluorophenyl)-3-(3,3-dimethylmorpholine-4-carbonyl)-7-methoxy-1,4-dihydrochromeno[4,3-c]pyrazol-8-yl)nicotinamide ClC=1C=C(C=C(C1)F)N1N=C(C2=C1C=1C=C(C(=CC1OC2)OC)C=2C=NC=C(C(=O)N)C2)C(=O)N2C(COCC2)(C)C